N1(CCCCC1)C(=O)C=1C=NN2C1C=CC=C2C2=CC=C(C(=O)OC)C=C2 methyl 4-(3-(piperidine-1-carbonyl)pyrazolo[1,5-a]pyridin-7-yl)benzoate